COC1=CC2=C(N(C(O2)=O)CCNC(\C=C\C2=CC(=CC=C2)OC)=O)C=C1 (E)-N-(2-(6-methoxy-2-oxo-2,3-dihydro-1,3-benzooxazol-3-yl)ethyl)-3-(3-methoxyphenyl)acrylamide